ClC1=C(C=CC=C1)[C@@H](CC)NC1=CC(=C(C(=O)N[C@H](C)\C=C\S(=O)(=O)C)C=C1F)F 4-(((R)-1-(2-chlorophenyl)propyl)amino)-2,5-difluoro-N-((R,E)-4-(methylsulfonyl)but-3-en-2-yl)benzamide